[C@H]12CN(C[C@H](CC1)N2)C=2C1=C(N=C(N2)OC2CCS(CC2)(=O)=O)C(=C(N=C1)C1=CC(=CC2=CC=CC=C12)O)F 4-((4-((1R,5S)-3,8-diazabicyclo[3.2.1]octan-3-yl)-8-fluoro-7-(3-hydroxynaphthalen-1-yl)pyrido[4,3-d]pyrimidin-2-yl)oxy)tetrahydro-2H-thiopyran 1,1-dioxide